imidazo[1,2-a]pyridine-2-formaldehyde N=1C(=CN2C1C=CC=C2)C=O